chlorobenzylidene dichloride ClC(C1=CC=CC=C1)(Cl)Cl